Iodoazaindole IC1=NNC2=CC=CC=C12